methoxy-4-[2-(3-methyl-1,2,4-oxadiazol-5-yl)-6-azaspiro[3.4]oct-6-yl]spiro[cyclohexane-1,3'-indol]-2'(1'H)-one CON1C(C2(C3=CC=CC=C13)CCC(CC2)N2CC1(CC(C1)C1=NC(=NO1)C)CC2)=O